(1S,2R)-7-fluoro-1-hydroxy-2,3-dihydro-1H-inden FC=1C=CC=C2CC[C@@H](C12)O